N1=C(C(=CC2=CC=CC=C12)C(=O)[O-])C(=O)[O-].[Mn+2] manganese quinolinedicarboxylate